[Na].C(CCC)C1=NC=CN=C1 n-butylpyrazine sodium salt